NC=1N=NC(=CC1N1CC(CCC1)C1=C(C=C(C(=O)O)C=C1)C#N)C1=C(C=CC=C1)O 4-(1-(3-Amino-6-(2-hydroxyphenyl)pyridazin-4-yl)piperidin-3-yl)-3-cyanobenzoic acid